6-{7-[(3S,4S)-3-fluoro-2,2,6,6-tetramethylpiperidin-4-yl]-6,7-dihydro-5H-pyrrolo[2,3-c]pyridazin-3-yl}-2,1,3-benzothiadiazol-5-ol F[C@@H]1C(NC(C[C@@H]1N1CCC2=C1N=NC(=C2)C=2C(=CC=1C(=NSN1)C2)O)(C)C)(C)C